4-(6-(2-((1-acetylpiperidin-4-yl)amino)-5-fluoropyrimidin-4-yl)pyridin-2-yl)morpholin-3-one C(C)(=O)N1CCC(CC1)NC1=NC=C(C(=N1)C1=CC=CC(=N1)N1C(COCC1)=O)F